1-[3-chloro-5-[(2,4-dimethylthiazol-5-yl)methoxy]phenyl]-5-(2-oxo-1H-pyridin-3-yl)-3-(3-pyridyl)pyrimidine-2,4-dione ClC=1C=C(C=C(C1)OCC1=C(N=C(S1)C)C)N1C(N(C(C(=C1)C=1C(NC=CC1)=O)=O)C=1C=NC=CC1)=O